NC1=C(C=C(C=C1)N1CCN(CC1)C)NC[C@@H](CCCOC1=C(C=C(C(=C1)F)F)C1=CC(=CN(C1=O)C)C(=O)OC)C methyl 5-(2-{[(4R)-5-{[2-amino-5-(4-methylpiperazin-1-yl) phenyl] amino}-4-methylpentyl] oxy}-4,5-difluorophenyl)-1-methyl-6-oxopyridine-3-carboxylate